C1=CC=C(C=2SC3=C(C21)C=CC=C3)C=3C=C(C=C(C3)C3=CC=CC=C3)C3=NC(=NC(=N3)C3=CC=2C(C1=CC=CC=C1C2C=C3)(C)C)C3=CC=CC=C3 2-(5-(dibenzothiophene-4-yl)-1,1'-biphenyl-3-yl)-4-(9,9-dimethylfluorene-2-yl)-6-phenyl-1,3,5-triazine